CC=1C(=CSC1)C1(CC1)CO (1-(4-methylthiophene-3-yl)cyclopropyl)methanol